methyl-6-picoline CC1=NC(=CC=C1)C